FC1(CN(C2C1NOC2)C(=O)OC(C)(C)C)F tert-butyl 6,6-difluorotetrahydro-1H-pyrrolo[3,2-c]isoxazole-4(5H)-carboxylate